(9S)-9-(4'-chloro-3'-fluorobiphenyl-4-yl)-3,4,6,7,8,9-hexahydropyrido[2,1-c][1,2,4]thiadiazine 2,2-dioxide ClC1=C(C=C(C=C1)C1=CC=C(C=C1)[C@@H]1CCCN2C1=NS(CC2)(=O)=O)F